C[C@@H]1C(N[C@H]2[C@@H](O1)CCN(C2)C(=O)N2CCC(CC2)CC2=CC=C(C=C2)C(F)(F)F)=O (2R,4aR,8aS)-2-methyl-6-[4-[[4-(trifluoromethyl)phenyl]methyl]piperidine-1-carbonyl]-4,4a,5,7,8,8a-hexahydropyrido[4,3-b][1,4]oxazin-3-one